BrC1=C(C(=NN1C=1N(N=C(C1)C)C)OCC(CO[Si](C)(C)C(C)(C)C)F)[N+](=O)[O-] 5-bromo-3-(3-((tert-butyldimethylsilyl)oxy)-2-fluoro-propoxy)-2',5'-dimethyl-4-nitro-2'H-1,3'-bipyrazole